C1(CC1)C=1C(=NN2C1C(NC(=C2)C2=CC(=C(C=C2)Cl)Cl)=O)C(=O)O 3-Cyclopropyl-6-(3,4-dichlorophenyl)-4-oxo-4,5-dihydropyrazolo[1,5-a]pyrazine-2-carboxylic acid